1-[5-chloro-3-(4-chlorophenyl)-2-(6-cyano-3-pyridinyl)pyrazolo[1,5-a]pyrimidin-7-yl]-4-isopropoxy-piperidine-4-carboxamide ClC1=NC=2N(C(=C1)N1CCC(CC1)(C(=O)N)OC(C)C)N=C(C2C2=CC=C(C=C2)Cl)C=2C=NC(=CC2)C#N